Cl.COC([C@H](C1=C(C=CC=C1)Cl)NCCC=1SC=CC1)=O (S)-2-thienylethylamino-2-chlorophenylacetic acid methyl ester hydrochloride